C(C)(C)(C)C1=CC=C(C=C1)C=1C=2N(C3=C(C=C(C=C3N1)C(=O)O)C)C=CC2 4-(4-(Tert-butyl)phenyl)-9-methylpyrrolo[1,2-a]quinoxaline-7-carboxylic acid